NC=1C=C(C(=O)OC(C)(C)C)C=C(C1)N t-butyl 3,5-diaminobenzoate